(2R,4R)-6-chloro-4-hydroxy-N-(3-{4-[3-(trifluoromethoxy)pyrrolidin-1-yl]-1H-pyrazol-1-yl}bicyclo[1.1.1]pentan-1-yl)-3,4-dihydro-2H-1-benzopyran-2-carboxamide ClC=1C=CC2=C([C@@H](C[C@@H](O2)C(=O)NC23CC(C2)(C3)N3N=CC(=C3)N3CC(CC3)OC(F)(F)F)O)C1